(1aR,5aR)-2-(2,4-Difluoro-phenyl)-1a,2,5,5a-tetrahydro-1H-2,3-diaza-cyclopropa[a]pentalene-4-carboxylic acid [2-((S)-2-hydroxymethyl-pyrrolidin-1-yl)-ethyl]-amide OC[C@H]1N(CCC1)CCNC(=O)C=1C=2C[C@@H]3[C@H](C2N(N1)C1=C(C=C(C=C1)F)F)C3